7-[(Azetidin-3-yl)methyl]-4-{4-fluoro-2-[(3R)-3-methylmorpholine-4-carbonyl]phenyl}-1-methyl-1H-indazole N1CC(C1)CC=1C=CC(=C2C=NN(C12)C)C1=C(C=C(C=C1)F)C(=O)N1[C@@H](COCC1)C